tert-butyl 2,3,3a,4,5,6,7,7a-octahydropyrrolo[3,2-b]pyridine-1-carboxylate N1(CCC2NCCCC21)C(=O)OC(C)(C)C